2-Chloro-3,5-bis(trifluoromethyl)phenylbenzoyl-urea ClC1=C(C=C(C=C1C(F)(F)F)C(F)(F)F)N(C(=O)N)C(C1=CC=CC=C1)=O